C(N)(OC1=CC=C(C=C1)OC(N)=O)=O p-phenylene dicarbamate